Cl.C(C)OC=1C=C(C=2N(C1)N=C1C2C=NN1)C=1C=CC(=NC1)N1CCC(CC1)(N)C 1-(5-(6-ethoxy-1H-pyrazolo[3',4':3,4]pyrazolo[1,5-a]pyridin-4-yl)pyridin-2-yl)-4-methylpiperidine-4-amine hydrochloride